4-[[(3,4-dimethylpyrimido[4',5':4,5]thieno[2,3-c]pyridazin-8-yl)amino]methyl]-N-(3-fluorocyclobutyl)benzamide CC1=C(C2=C(N=N1)SC1=C2N=CN=C1NCC1=CC=C(C(=O)NC2CC(C2)F)C=C1)C